methyl 3-[3-(2H-benzotriazol-2-yl)-5-tert-butyl-4-hydroxyphenyl]propionate N=1N(N=C2C1C=CC=C2)C=2C=C(C=C(C2O)C(C)(C)C)CCC(=O)OC